(R)-3-(6-(2-Benzyl-4-isopropylpiperazin-1-yl)-1-methyl-1H-pyrazolo[3,4-d]pyrimidin-3-yl)-2,6-difluoro-5-(trifluoromethyl)phenol C(C1=CC=CC=C1)[C@H]1N(CCN(C1)C(C)C)C1=NC=C2C(=N1)N(N=C2C=2C(=C(C(=C(C2)C(F)(F)F)F)O)F)C